NC1=C(C=C(N(CCNS(=O)(=O)C)CC)C=C1)C 4-amino-3-methyl-N-ethyl-N-methanesulfonamidoethylaniline